4-(benzylthio)-7-(8-chloronaphthalen-1-yl)-8-fluoro-2-((hexahydro-1H-pyrrolizin-7a-yl)methoxy)pyrido[4,3-d]pyrimidine C(C1=CC=CC=C1)SC=1C2=C(N=C(N1)OCC13CCCN3CCC1)C(=C(N=C2)C2=CC=CC1=CC=CC(=C21)Cl)F